N-(4-(2,6-dioxopiperidin-3-yl)phenyl)-7-(piperidin-1-yl)heptylamide O=C1NC(CCC1C1=CC=C(C=C1)[N-]CCCCCCCN1CCCCC1)=O